4-bromo-6-fluoro-2-methyl-isoquinolin-1-one BrC1=CN(C(C2=CC=C(C=C12)F)=O)C